1,5,6,10b-tetrahydropyrrolo[2,1-a]isoquinoline-3(2H)-one C1CC(N2C1C1=CC=CC=C1CC2)=O